ClC=1C=C(C=CC1F)N1C[C@@H](OCCCNC(C2=NC3=C1C=CN=C3C=C2)=O)C (3S)-1-(3-chloro-4-fluorophenyl)-3-methyl-2,3,5,6,7,8-hexahydro-10,12-ethenopyrido[4,3-e][1,4,7,10]oxatriazacyclotridecin-9(1H)-one